propenyl-hexadecyl-dimethoxysilane C(=CC)[Si](OC)(OC)CCCCCCCCCCCCCCCC